CC(CCCCCC)C1=NC=CC2=CC=CC=C12 1-(octan-2-yl)isoquinoline